COC=1C(=C2C=CN(C2=C(C1)C)C(=O)OC(C)(C)C)CN1C(CC2(COC2)CC1)C1=CC(=C(C=C1)C(=O)OC)NC tert-butyl 5-methoxy-4-((6-[4-(methoxycarbonyl)-3-(methylamino)phenyl]-2-oxa-7-azaspiro[3.5]nonan-7-yl)methyl)-7-methylindole-1-carboxylate